[4-[(6Ar,10aR)-1-hydroxy-6,6,9-trimethyl-6a,7,8,10a-tetrahydrobenzo[c]chromen-3-yl]-4-methylpentyl] nitrate [N+](=O)(OCCCC(C)(C)C1=CC(=C2[C@H]3[C@H](C(OC2=C1)(C)C)CCC(=C3)C)O)[O-]